ClC1=NC=CC2=C1C(=CN2)C2=CC(=NC(=C2)OC2CCC(CC2)C(F)(F)F)C rel-4-{4-chloro-1H-pyrrolo[3,2-c]pyridin-3-yl}-2-methyl-6-{[(1r,4r)-4-(trifluoromethyl)cyclohexyl]-oxy}pyridine